C(C1=CC=CC=C1)(=O)OC(CN1C(=CC(C=C1C)=C=O)C)C1=CC(=C(C=C1)OC)OCC1CC1 (1-(3-Cyclopropylmethoxy-4-methoxyphenyl)-2-(2,6-dimethyl-4-carbonylpyridin-1(4H)-yl) ethyl) benzoate